2-(6-bromo-8-fluoro-2-isopropylimidazo[1,2-a]pyridin-3-yl)-3-methylbutanol BrC=1C=C(C=2N(C1)C(=C(N2)C(C)C)C(CO)C(C)C)F